phenoxyethoxyethyl α-allyloxymethylacrylate C(C=C)OCC(C(=O)OCCOCCOC1=CC=CC=C1)=C